CC(=C)C(C(C=C(C)C)=O)(C)C 2,3,3,6-tetramethylhept-1,5-dien-4-one